3-(2-amino-6-(1-((5-fluoro-1H-indol-3-yl)methyl)-1H-1,2,3-triazol-4-yl)pyrimidin-4-yl)2-methylbenzonitrile NC1=NC(=CC(=N1)C=1C(=C(C#N)C=CC1)C)C=1N=NN(C1)CC1=CNC2=CC=C(C=C12)F